FC(C(=O)O)(F)F.C(C)OC=1C(=NC(=C(C1)N1[C@@H](CNCC1)CC)C#N)C=1C=NC=CC1 ethoxy-5-[(2R)-2-ethylpiperazin-1-yl]-[2,3'-bipyridine]-6-carbonitrile trifluoroacetate